(4-((2-methyl-2-adamantyl)oxycarbonylmethoxy)-3,5-dimethylphenyl)diphenylsulfonium chloride [Cl-].CC1(C2CC3CC(CC1C3)C2)OC(=O)COC2=C(C=C(C=C2C)[S+](C2=CC=CC=C2)C2=CC=CC=C2)C